N[C@@H](C(=O)N1CCN(C2=CC(=CC=C12)F)C1=CC=C(C=C1)F)CC=1N=CNC1 (R)-2-amino-1-(6-fluoro-4-(4-fluorophenyl)-3,4-dihydroquinoxalin-1(2H)-yl)-3-(1H-imidazol-4-yl)propan-1-one